C(C)(C)(C)C1=CC=C(CNCC2=CC=CC3=CC=CC=C23)C=C1 (4-tert-butyl-benzyl)-1-naphthylmethylamine